C(C)(C)(C)OC([C@@](CCCO)(N(C(=O)OC(C)(C)C)C(=O)OC(C)(C)C)C(C)(C)C)=O (S)-(-)-tert-butyl-2-[bis-(tert-butoxycarbonyl)amino]-5-hydroxypentanoic acid tert-butyl ester